Cl.CC([C@@H](C(=O)N1[C@@H](C[C@H](C1)O)C(=O)N[C@@H](C)C1=CC=C(C=C1)C1=C(N=CS1)C)NC(CCCNC(C1=CC=C(C=C1)N1CCNCC1)=O)=O)(C)C (2S,4R)-1-((S)-3,3-dimethyl-2-(4-(4-(piperazin-1-yl)benzamido)butanamido)butanoyl)-4-hydroxy-N-((S)-1-(4-(4-methylthiazol-5-yl)phenyl)ethyl)pyrrolidine-2-carboxamide hydrochloride